2,4,6-tris(3-aminophenyl)amino-1,3,5-triazine NC=1C=C(C=CC1)NC1=NC(=NC(=N1)NC1=CC(=CC=C1)N)NC1=CC(=CC=C1)N